6-[(2R,5S)-5-methyl-2-piperidyl]-2-[(4s)-1,2,2-trimethyl-4-piperidyl]indazole C[C@H]1CC[C@@H](NC1)C=1C=CC2=CN(N=C2C1)[C@@H]1CC(N(CC1)C)(C)C